2-[1-(2-Isoindolin-2-yl-6-methyl-4-oxo-chromen-8-yl)ethylamino]benzenecarbohydroxamic acid C1N(CC2=CC=CC=C12)C=1OC2=C(C=C(C=C2C(C1)=O)C)C(C)NC1=C(C=CC=C1)C(=O)NO